2-((4-(4-(3-(Hydroxymethyl)azetidin-1-yl)piperidin-1-yl)phenyl)amino)-8-phenyl-5-((triisopropylsilyl)ethynyl)pyrido[2,3-d]pyrimidin-7(8H)-one OCC1CN(C1)C1CCN(CC1)C1=CC=C(C=C1)NC=1N=CC2=C(N1)N(C(C=C2C#C[Si](C(C)C)(C(C)C)C(C)C)=O)C2=CC=CC=C2